tert-Butyl 4-(5-bromo-1-methyl-1H-indol-3-yl)piperazine-1-carboxylate BrC=1C=C2C(=CN(C2=CC1)C)N1CCN(CC1)C(=O)OC(C)(C)C